3-(6-chloro-3-methylpyridin-2-yl)-4-phenyl-4,5-dihydro-oxazole ClC1=CC=C(C(=N1)N1COCC1C1=CC=CC=C1)C